methyl-5-(trifluoromethyl)pyrazol CC1=NNC(=C1)C(F)(F)F